FC1(CNCC[C@H]1C1=CC=C2C(=NN(C2=C1)C)N1C(NC(CC1)=O)=O)F 1-[6-[(4S)-3,3-difluoro-4-piperidinyl]-1-methyl-indazol-3-yl]hexahydropyrimidine-2,4-dione